OC(COC1=C(C(=O)C2=CC=CC=C2)C=C(C=C1)[N+](=O)[O-])CCCCCCCCCCCCC 2-hydroxy-pentadecoxy-5-nitrobenzophenone